1-(4-Diphenylamino-phenyl)-ethanone tert-Butyl-(R)-3-(4-bromo-1H-indol-1-yl)piperidine-1-carboxylate C(C)(C)(C)OC(=O)N1C[C@@H](CCC1)N1C=CC2=C(C=CC=C12)Br.C1(=CC=CC=C1)N(C1=CC=C(C=C1)C(C)=O)C1=CC=CC=C1